C(C)(C)(C)C(C(=O)NC)(C)N1C(C2=CC(=CC=C2C1)C1=NC(=NC=C1Cl)NC1CCOCC1)=O tert-butyl-2-(6-{5-chloro-2-[(oxacyclohexan-4-yl)amino]pyrimidin-4-yl}-1-oxo-2,3-dihydro-1H-isoindol-2-yl)-N-methylpropanamide